2-(4-allylpiperidin-1-yl)-N-(5-bromo-6-(but-3-en-1-ylamino)pyridin-2-yl)-4-nitrobenzamide C(C=C)C1CCN(CC1)C1=C(C(=O)NC2=NC(=C(C=C2)Br)NCCC=C)C=CC(=C1)[N+](=O)[O-]